C(C)(C)(C)N1NNC2=C1C=C(C=C2)CCC(=O)OCC(CCCC)CC 3-tert-butyl-5-(2-(2-ethylhexyloxy)carbonylethyl)-2H-benzotriazole